C1(=CC=CC=C1)C1=NC(=NC(=N1)C1=CC=CC=C1)C1=C(C=C(C=C1)OCCCCCC)O 2-(4,6-diphenyl-1,3,5-triazin-2-yl)-5-((hexyl)oxy)-phenol